NC=1N=C(SC1C(=O)C1=CC=C(OC(C(=O)OCC)(C)C)C=C1)NC1=CC=C(C=C1)F ethyl 2-[4-[4-amino-2-(4-fluoroanilino)thiazole-5-carbonyl]phenoxy]-2-methylpropanoate